ClC1=CC(=C(C=C1)NC(C(C(C)=O)N=NC1=C(C=C(C=C1)Cl)[N+](=O)[O-])=O)C N-(4-chloro-2-methylphenyl)-2-[(4-chloro-2-nitrophenyl)azo]-3-oxobutanamide